4,5-difluoro-2H-benzo[d][1,2,3]triazole FC1=C(C=CC2=NNN=C21)F